2-Ethylsulfanyl-4-methyl-6-morpholin-4-yl-N-(3-pyridin-2-yl-propyl)-pyridine-3-carboxylic acid amide C(C)SC1=NC(=CC(=C1C(=O)NCCCC1=NC=CC=C1)C)N1CCOCC1